bis(1,1'-biphenyl)-4-ylamine C1(=CC=C(C=C1)NC1=CC=C(C=C1)C1=CC=CC=C1)C1=CC=CC=C1